N-[(3-amino-4-formylphenyl)methyl]-N-(2-methanesulfonylphenyl)acetamide NC=1C=C(C=CC1C=O)CN(C(C)=O)C1=C(C=CC=C1)S(=O)(=O)C